5-nitro-1,3-dioxoisoindoline [N+](=O)([O-])C=1C=C2C(NC(C2=CC1)=O)=O